P(=S)([S-])([O-])[O-] dithio-phosphate